O1C(CCC1)COCCO 2-(oxacyclopent-2-ylmethoxy)ethanol